(4-(phenylthio)phenyl)sulfonium hexafluoroantimonate F[Sb-](F)(F)(F)(F)F.C1(=CC=CC=C1)SC1=CC=C(C=C1)[SH2+]